1,4-dimethyl-quinolinium tert-butyl-(3-(5-bromobenzo[d]thiazol-2-yl)Cyclobutyl)carbamate C(C)(C)(C)N(C([O-])=O)C1CC(C1)C=1SC2=C(N1)C=C(C=C2)Br.C[N+]2=CC=C(C1=CC=CC=C21)C